1-Methyl-5-((7-((4-(methylsulfonyl)phenyl)amino)-2,6-naphthyridin-1-yl)ethynyl)pyridin-2(1H)-one CN1C(C=CC(=C1)C#CC1=NC=CC2=CN=C(C=C12)NC1=CC=C(C=C1)S(=O)(=O)C)=O